3-((S)-1-amino-1,3-dihydrospiro[indene-2,4'-piperidine]-1'-yl)-6-(2,3-dichlorophenyl)-5-methylpyrazine N[C@@H]1C2=CC=CC=C2CC12CCN(CC2)C=2C=NC(=C(N2)C)C2=C(C(=CC=C2)Cl)Cl